FC([C@@H](CCC=C)S(=O)(=O)N(CC1=CC=C(C=C1)OC)CC1=CC=C(C=C1)OC)F (R)-1,1-DIFLUORO-N,N-BIS(4-METHOXYBENZYL)HEX-5-ENE-2-SULFONAMIDE